(E)-1-(4-(((5-(trifluoromethyl)pyridin-2-yl)methylene)amino)piperazin-1-yl)ethanone FC(C=1C=CC(=NC1)\C=N\N1CCN(CC1)C(C)=O)(F)F